(E)-2-{[(p-methoxyphenyl)methyl]amino}-5,5-dimethyl-3-hexenoic acid ethyl ester C(C)OC(C(\C=C\C(C)(C)C)NCC1=CC=C(C=C1)OC)=O